(1S,2S)-N-(6-(5-chloro-6-fluoro-7-(((2R,3S)-3-methoxybutan-2-yl)(methyl)amino)-1H-indazol-4-yl)imidazo[1,2-a]pyrazin-2-yl)-2-fluorocyclopropane-1-carboxamide ClC=1C(=C2C=NNC2=C(C1F)N(C)[C@H](C)[C@H](C)OC)C=1N=CC=2N(C1)C=C(N2)NC(=O)[C@H]2[C@H](C2)F